NC1(CCOC2=C(C=CC(=C12)Cl)S(=O)(=O)N[C@@H]([C@H](C)C1=C(C(=CC=C1F)Cl)C)C=1OC(NN1)=O)C 4-amino-5-chloro-N-((1S,2R)-2-(3-chloro-6-fluoro-2-methylphenyl)-1-(5-oxo-4,5-dihydro-1,3,4-oxadiazol-2-yl)propyl)-4-methylchroman-8-sulfonamide